N,N-bis(carboxymethyl)dithiooxamide C(=O)(O)CN(C(=S)C(=S)N)CC(=O)O